C(C1=CC=CC=C1)OC1C2(CCC1)OC1=CC=C(C=C1C1=C2C=C(C(=C1)C)OC)C (benzyloxy)-8-methoxy-2,9-dimethylspiro[benzo[c]chromene-6,1'-cyclopentane]